2-(4-chloro-3-fluorophenoxy)-N-(3-{2-[(5-cyanopyridin-2-yl)oxy]acetamido}bicyclo[1.1.1]pentan-1-yl)acetamide ClC1=C(C=C(OCC(=O)NC23CC(C2)(C3)NC(COC3=NC=C(C=C3)C#N)=O)C=C1)F